3-[2-methyl-5-(trifluoromethyl)pyrazol-3-yl]oxy-4-[4-(2-oxopiperazin-1-yl)pyrazol-1-yl]benzonitrile CN1N=C(C=C1OC=1C=C(C#N)C=CC1N1N=CC(=C1)N1C(CNCC1)=O)C(F)(F)F